FC1=C(C(=O)N([C@H](CN2CCCC2)C(C)C)C)C=C(C=C1)F (S)-2,5-Difluoro-N-methyl-N-(3-methyl-1-(pyrrolidin-1-yl)butan-2-yl)benzamide